tert-butyl 2-ethylpiperazine-4-carboxylate C(C)C1NCCN(C1)C(=O)OC(C)(C)C